2-chloro-N-(4-cyclopropylpyridin-2-yl)benzamide ClC1=C(C(=O)NC2=NC=CC(=C2)C2CC2)C=CC=C1